(4-(benzo[d][1,3]dioxolane-4-yloxy)-2-chlorophenyl)(4-(((3R,6S)-6-(hydroxymethyl)tetrahydro-2H-pyran-3-yl)amino)-7H-pyrrolo[2,3-d]pyrimidin-5-yl)methanone O1COC2=C1C=CC=C2OC2=CC(=C(C=C2)C(=O)C2=CNC=1N=CN=C(C12)N[C@H]1CO[C@@H](CC1)CO)Cl